NCC1=NNC(C2=CC=C(C=C12)C=1C=NN(C1N1C(C2=CC=CC(=C2C1)Cl)=O)C([2H])([2H])[2H])=O 4-(aminomethyl)-6-(5-(4-chloro-1-oxoisoindol-2-yl)-1-(methyl-d3)-1H-pyrazol-4-yl)phthalazin-1(2H)-one